OC1=CC=CC2=CC=C(C=C12)O 1,7-Dihydroxynaphthalin